ClC=1C=C(C=CC1F)COC=1C=C(C=CC1NS(=O)(=O)CC(F)(F)F)C1=NNC(=C1C(=O)N)NC1=NC=CN=C1 3-{3-[(3-chloro-4-fluorophenyl)methoxy]-4-(2,2,2-trifluoroethane-sulfonamido)phenyl}-5-[(pyrazin-2-yl)amino]-1H-pyrazole-4-carboxamide